4-piperidinylmethyl carbamate C(N)(OCC1CCNCC1)=O